OC1CN(CCC1)CC1=CC=C(C=C1)C=1C=C2C(=NC1)N(C=C2C=2C=CC(=C(C#N)C2)OC(C)C)S(=O)(=O)C2=CC=C(C)C=C2 5-(5-(4-((3-hydroxypiperidin-1-yl)methyl)phenyl)-1-tosyl-1H-pyrrolo[2,3-b]pyridin-3-yl)-2-isopropoxybenzonitrile